5,7-difluoro-1,2-benzisoxazol-3-amine FC=1C=C(C2=C(C(=NO2)N)C1)F